CC1=CC=C2C(CC3C(C(OC3=O)=O)C2=C1)C1C(OC(C1)[O-])[O-] 1,3,3a,4,5,9b-hexahydro-8-methyl-5-(tetrahydro-2,5-dioxido-3-furanyl)-naphtho[1,2-c]-furan-1,3-dione